7-bromo-6-methoxy-1,5-naphthyridin-4-ol BrC1=C(N=C2C(=CC=NC2=C1)O)OC